(S)-3-(4-((2-(2-(hydroxymethyl)pyrrolidin-1-yl)pyrrolo[2,1-f][1,2,4]triazin-4-yl)amino)-1H-imidazol-1-yl)benzonitrile OC[C@H]1N(CCC1)C1=NN2C(C(=N1)NC=1N=CN(C1)C=1C=C(C#N)C=CC1)=CC=C2